FC(C=1C=CC(=NC1)C1=CN2[C@H](CO1)CN(CC2)C(=O)C2=C(C(=CC=C2)C=2C(=NNC2)F)Cl)(F)F [(9aS)-3-[5-(trifluoromethyl)-2-pyridyl]-6,7,9,9a-tetrahydro-1H-pyrazino[2,1-c][1,4]oxazin-8-yl]-[2-chloro-3-(3-fluoro-1H-pyrazol-4-yl)phenyl]methanone